5-(4-fluorophenyl)-5-phenyl-2-isoxazoline-3-carboxylate FC1=CC=C(C=C1)C1(CC(=NO1)C(=O)[O-])C1=CC=CC=C1